C(C1=CC=CC=C1)OC1=CC=2N(C=C1)N=CC2[C@@H]2CC[C@H](CC2)CO (trans-4-(5-(benzyloxy)pyrazolo[1,5-a]pyridin-3-yl)cyclohexyl)methanol